Cl.FC=1C=CC=C(C(=O)N(C(C)C)C(C)C)C1 5-Fluoro-N,N-diisopropylbenzamide hydrochloride